ClC1=CC=2N(C=C1)N=CC2C2=NC(=CC=C2)N2CCNCC2 5-chloro-3-(6-(piperazin-1-yl)pyridin-2-yl)pyrazolo[1,5-a]pyridine